ethyl 5-amino-9-chloro-7-(2-(3-methyl-7,8-dihydro-1,6-naphthyridin-6(5H)-yl) ethyl)-2-(pyridin-2-yl)-7H-pyrrolo[3,2-e][1,2,4]triazolo[1,5-c]pyrimidine-8-carboxylate NC1=NC2=C(C=3N1N=C(N3)C3=NC=CC=C3)C(=C(N2CCN2CC=3C=C(C=NC3CC2)C)C(=O)OCC)Cl